NC1=NC=2C=C(C(=CC2C2=C1[C@H](OC2)C)C(=O)N(N2C1=C(OCC2)C=C2C(=C1)SC(=N2)C)C)F (R)-4-amino-7-fluoro-N,3-dimethyl-N-(2-methyl-6,7-dihydro-8H-thiazolo[5',4':4,5]benzo[1,2-b][1,4]oxazin-8-yl)-1,3-dihydrofuro[3,4-c]quinoline-8-carboxamide